(R)-(3-amino-3-methylpiperidin-1-yl)(2-(1-(3-hydroxypropyl)-2,3-dihydro-1H-pyrrolo[1,2,3-de]quinoxalin-5-yl)-7-methoxy-1-methyl-1H-benzo[d]imidazol-5-yl)methanone N[C@]1(CN(CCC1)C(=O)C1=CC2=C(N(C(=N2)C2=CC=3C=4N2CCN(C4C=CC3)CCCO)C)C(=C1)OC)C